CN(C)CC1CN(CC1)C1=C(C(=C(C(=C1)F)S(=O)(=O)NC=1SC=CN1)F)C 4-(3-((dimethylamino)methyl)pyrrolidin-1-yl)-2,6-difluoro-3-methyl-N-(thiazol-2-yl)benzenesulfonamide